5-methyl-1-(3-methyl-2-butyl)-1H-pyrazole-4-carbonyl chloride CC1=C(C=NN1C(C)C(C)C)C(=O)Cl